3-methyl-1,4-diazacycloheptane-1-carboxylic acid tert-butyl ester C(C)(C)(C)OC(=O)N1CC(NCCC1)C